COC1=CC(=CC=2C1=NON2=O)C(=O)OC Methyl 7-methoxy-3-oxo-2,1,3λ5-benzoxadiazole-5-carboxylate